7'-bromo-N,N,8'-trimethylspiro[cyclopropane-1,4'-furo[2,3-g]indazole]-2'(5'H)-carboxamide BrC1=C(C2=C(CC3(C4=CN(N=C24)C(=O)N(C)C)CC3)O1)C